5-(3-nitrophenyl)-1,3,4-oxadiazole-2-carbohydrazide [N+](=O)([O-])C=1C=C(C=CC1)C1=NN=C(O1)C(=O)NN